Cl.N1=NN=CC=C1 triazine hydrochloride salt